FC1=C(C=CC=C1)C#CC=1C=C2CCC(C2=CC1)N1CC2(CC2)C(CC1)C(=O)OC methyl 5-(5-((2-fluorophenyl) ethynyl)-2,3-dihydro-1H-inden-1-yl)-5-azaspiro-[2.5]octane-8-carboxylate